C(C)(=O)N[C@@H](CC(=O)O)C(=O)NCC(=O)NCN1C(N(CCC1=O)C1=C(C=CC(=C1)I)OC)=O (S)-3-acetamido-4-((2-(((3-(5-iodo-2-methoxyphenyl)-2,6-dioxotetrahydropyrimidin-1(2H)-yl)methyl)amino)-2-oxoethyl)amino)-4-oxobutanoic acid